NC1=NC=C(C2=C1C=NN2)NC(=O)C(=O)N(CC2=CC=C(C=C2)S(F)(F)(F)(F)F)C N-(4-amino-1H-pyrazolo[4,3-c]pyridin-7-yl)-N'-methyl-N'-[[4-(pentafluoro-sulfanyl)phenyl]methyl]oxamide